C(C)(C)(C)OC(=O)N1C(CC(CC1)OC=1C=C(C(=O)O)C=C(C1)C=1SC(=CN1)C)C(F)(F)F 3-{[1-(tert-Butoxycarbonyl)-2-(trifluoromethyl)piperidin-4-yl]oxy}-5-(5-methyl-1,3-thiazol-2-yl)benzoic acid